FC1=C2C(C(C(C2=CC=C1)=O)Br)=C(C#N)C#N fluoro-bromo-3-(dicyanomethylene)inden-1-one